CC1(CN(C=2C1=NC=CC2)C2=NC(=NC=C2C(=O)OC(C)C)NC2=C(C=C(C(=C2)[N+](=O)[O-])F)OC)C isopropyl 4-(3,3-dimethyl-2,3-dihydro-1H-pyrrolo[3,2-b]pyridin-1-yl)-2-((4-fluoro-2-methoxy-5-nitrophenyl)amino)pyrimidine-5-carboxylate